C[C@H]1[C@H]2[C@H](C[C@H]3[C@@H]4CC=C5CCCC[C@]5(C)[C@H]4CC[C@]23C)O[C@]12CCC(=C)CO2 spirostane-5,25(27)-dien